FC(C1=C(C=C(C=C1)C(=C)OCC)F)F 1-(difluoromethyl)-4-(1-ethoxyvinyl)-2-fluorobenzene